(R)-1-(5-fluoro-4-(6-(trifluoromethyl)imidazo[1,2-a]pyridin-3-yl)pyrimidin-2-yl)piperidine-3-carboxamide FC=1C(=NC(=NC1)N1C[C@@H](CCC1)C(=O)N)C1=CN=C2N1C=C(C=C2)C(F)(F)F